3-(2,6-difluorophenyl)-3-oxo-propanoate FC1=C(C(=CC=C1)F)C(CC(=O)[O-])=O